tert-butyl ((2S,3S)-3-hydroxy-1-(4-iodophenyl)-4-(2-((S)-2-((methoxycarbonyl)amino)-3,3-dimethylbutanoyl)hydrazinyl)butan-2-yl)carbamate O[C@H]([C@H](CC1=CC=C(C=C1)I)NC(OC(C)(C)C)=O)CNNC([C@H](C(C)(C)C)NC(=O)OC)=O